ClC=1C=C(C=C(C1)Cl)N1CCN(CC1)S(=O)(=O)C1=CC=C(C=C1)NC(=O)C=1C=C(C(=O)NCCNC(OC(C)(C)C)=O)C=CC1N(S(=O)(=O)C)C tert-butyl N-[2-[[3-[[4-[4-(3,5-dichlorophenyl)piperazin-1-yl]sulfonylphenyl] carbamoyl]-4-[methyl(methylsulfonyl)amino]benzoyl]amino]ethyl]carbamate